2,5-dihydro-oxazole O1CN=CC1